[C@@H]1([C@H](O)[C@H](O)[C@H](O1)CO)N1C(NC=2C(=C1)C=CC(N2)=O)=O 3-β-D-ribofuranosyl-2,7-dioxopyrido[2,3-d]pyrimidine